N-(8-methoxy-2-methyl-imidazo[1,2-a]Pyrazin-6-yl)pyrazine-2-carboxamide Aluminum sulphate hydrate O.S(=O)(=O)([O-])[O-].[Al+3].COC=1C=2N(C=C(N1)NC(=O)C1=NC=CN=C1)C=C(N2)C.S(=O)(=O)([O-])[O-].S(=O)(=O)([O-])[O-].[Al+3]